(2S,4R)-4-fluoropyrrolidine-1,2-dicarboxylic acid O2-benzyl ester O1-tert-butyl ester C(C)(C)(C)OC(=O)N1[C@@H](C[C@H](C1)F)C(=O)OCC1=CC=CC=C1